OC1=CC=CC=2N(C(N(C21)C)=O)COCC[Si](C)(C)C 4-hydroxy-3-methyl-1-((2-(trimethylsilyl)ethoxy)methyl)-1,3-dihydro-2H-benzo[d]imidazol-2-one